OCCC1N2CCN(C1)CC2 2-hydroxyethyl-1,4-diazabicyclo[2.2.2]octane